C1(CC1)C(C)N1C(C=2C(=NC(=CC2C1)C1=C(N=C(S1)NC(C)=O)C)N1CCNCC1)=O N-(5-(2-(1-cyclopropylethyl)-3-oxo-4-(piperazin-1-yl)-2,3-dihydro-1H-pyrrolo[3,4-c]pyridin-6-yl)-4-methylthiazol-2-yl)acetamide